1-(4-morpholinobenzoyl)butanone O1CCN(CC1)C1=CC=C(C(=O)CC(CC)=O)C=C1